FC1=C(C(=O)N([C@H]2CNCCC2)C2=NC=CC3=C2C=C(S3)C3=CC=C(C=C3)C(NC)=O)C=CC(=C1)C=1N=NN(C1)C (R)-2-fluoro-4-(1-methyl-1H-1,2,3-triazol-4-yl)-N-(2-(4-(methylcarbamoyl)phenyl)thieno[3,2-c]pyridin-4-yl)-N-(piperidin-3-yl)benzamide